BrC=1C=C2C(NC(=NC2=CC1)C1(CCNCC1)F)=O 6-Bromo-2-(4-fluoropiperidine-4-yl)quinazoline-4(3H)one